(2R,4S)-1-tert-butoxycarbonyl-4-aminopyrrolidine-2-carboxylic acid methyl ester COC(=O)[C@@H]1N(C[C@H](C1)N)C(=O)OC(C)(C)C